ClC=1C(=CC2=C(C[C@@](O2)([C@H]2NCCC2)C2=CC=CC=C2)C1C1=C(C(=O)NC)C=CC(=C1F)OC[C@H](C)O)F 2-((2S,4R)-5-chloro-6-fluoro-2-phenyl-2-((S)-pyrrolidin-2-yl)-2,3-dihydrobenzofuran-4-yl)-3-fluoro-4-((S)-2-hydroxypropoxy)-N-methylbenzamide